O=C1NC2=C(N1C(=O)OC(C)(C)C)C=CC=C2 tert-butyl 2-oxo-3H-benzimidazole-1-carboxylate